FC(S(=O)(=O)O)(F)F.Cl(=O)(=O)(=O)O perchloric acid, trifluoromethanesulfonic acid salt